O.C(CCCCCCCCCCC)OS(=O)(=O)[O-].[NH4+].[Al].FC1=C(C(=C(C(=C1F)F)F)OCCF)S(=O)(=O)N(CC#C)C1=CC(=C(C=C1)OC)F 2,3,4,5-tetrafluoro-N-(3-fluoro-4-methoxyphenyl)-6-(2-fluoroethoxy)-N-(prop-2-yn-1-yl)benzenesulfonamide aluminum ammonium lauryl-sulfate hydrate